C(C)(=O)N1CC2(C1)CC(C2)C2=NN(C=1C=CC=C(C21)C2=C(C=C1C=NN(C1=C2)C)C#N)CC(=O)N(CC(=O)NCC(=O)O)C N-(2-(3-(2-acetyl-2-azaspiro[3.3]heptan-6-yl)-5'-cyano-1'-methyl-1H,1'H-[4,6'-biindazol]-1-yl)acetyl)-N-methylglycylglycine